Br[C@@H]1[C@H]([C@H](C2=C(C=CC(=C12)Br)S(=O)(=O)C)OCC1=CC=CC=C1)F (1S,2S,3S)-1,7-dibromo-2-fluoro-4-methylsulfonyl-3-phenylmethoxy-2,3-dihydro-1H-indene